2-(2,8-dimethylimidazo[1,2-b]pyridazin-6-yl)-pyrido[1,2-a]pyrimidin-4-one CC=1N=C2N(N=C(C=C2C)C=2N=C3N(C(C2)=O)C=CC=C3)C1